5-bromo-4-fluoro-N-methoxy-N,2-dimethylbenzamide BrC=1C(=CC(=C(C(=O)N(C)OC)C1)C)F